3-(5-(3-cyano-7-fluoro-6-(2-hydroxy-2-methylpropyloxy)pyrazolo[1,5-a]pyridin-4-yl)pyridin-2-yl)-N-phenyl-3,6-diazabicyclo[3.1.1]heptane-6-carboxamide C(#N)C=1C=NN2C1C(=CC(=C2F)OCC(C)(C)O)C=2C=CC(=NC2)N2CC1N(C(C2)C1)C(=O)NC1=CC=CC=C1